5-METHYL-OXAZOLE-2-CARBALDEHYDE CC1=CN=C(O1)C=O